SCCC(=O)OC1SCC(SC1)OC(CCS)=O 1,4-dithiane-2,5-Diol bis(3-mercaptopropionate)